N1(CCCCC1)CCOC1=CC=C(C=C1)C1=NC=2N3C(N(C(C2N1)=O)CCC)=NC=C3 2-[4-[2-(1-piperidyl)ethoxy]phenyl]-5-propyl-3H-imidazo[2,1-b]purin-4-one